[K+].P(=O)([O-])([O-])OCCCCCCCCCCCCC.[K+] tridecyl alcohol phosphate potassium salt